[K].C(C)(=O)C1=CC=CC=C1 acetophenon potassium